2-mercapto-5-nitroimidazole SC=1NC(=CN1)[N+](=O)[O-]